FC1=C(C(=CC=C1)OC)C1=C(C=NC(=C1)C)C(=O)NC=1SC(=NN1)OCC1CCC(CC1)O[Si](C)(C)C(C)(C)C 4-(2-fluoro-6-methoxyphenyl)-6-methyl-N-(5-(((1s,4s)-4-((tertbutyldimethylsilyl)oxy)cyclohexyl)methoxy)-1,3,4-thiadiazol-2-yl)pyridine-3-carboxamide